C1(=CC=C(C=C1)\C=C\C1=CC=C(C=C1)C)C trans-1,2-di-p-tolylethylene